C(CCC)OCCOCCO di-ethyleneglycol mono-n-butyl ether